BrC1=CC=C2C(=NN(C2=C1)C(C)C)C=1C(=NC(=CC1)OCC1=CC=CC=C1)OCC1=CC=CC=C1 6-bromo-3-(2,6-dibenzyloxy-3-pyridyl)-1-isopropyl-indazole